P(=O)(OCCCC)(OCCCC)OCCCCCOP(=O)(OCCCC)OCCCC Tetrabutyl pentane-1,5-diyl bisphosphate